N,N'-diphenyl-N,N'-bis[4-(N,N-diphenyl-amino)phenyl]Benzidine C1(=CC=CC=C1)N(C1=CC=C(C=C1)C1=CC=C(N(C2=CC=C(C=C2)N(C2=CC=CC=C2)C2=CC=CC=C2)C2=CC=CC=C2)C=C1)C1=CC=C(C=C1)N(C1=CC=CC=C1)C1=CC=CC=C1